6-(3-fluorophenethyl)-10,10a-dihydro-1H-oxazolo[3',4':3,4]imidazo[1,2-c]pyrimidin-8(3H)-one FC=1C=C(CCC=2C=C3N(C(N2)=O)CC2N3COC2)C=CC1